N-((3-chloropyrazin-2-yl)methyl)-4-oxocyclohexylcarboxamide ClC=1C(=NC=CN1)CNC(=O)C1CCC(CC1)=O